N-(2,2-dimethoxyethyl)-4-[3-(1-methylpyrazol-3-yl)phenyl]-2-morpholino-6-(4-pyridylamino)pyrimidine-5-carboxamide COC(CNC(=O)C=1C(=NC(=NC1NC1=CC=NC=C1)N1CCOCC1)C1=CC(=CC=C1)C1=NN(C=C1)C)OC